C(C)OC1=CN=CC(=N1)C1=CC=C(C=C1)NC(C(C)(C)C1=NC(=NC=C1)NS(=O)(=O)CC)=O N-(4-(6-ethoxypyrazin-2-yl)phenyl)-2-(2-(ethylsulfonamido)pyrimidin-4-yl)-2-methylpropanamide